C(C)C(=C(C(=O)[O-])C)OCCOC ethyl-methoxyethoxymethacrylate